3,4-dihydro-1,5-benzodioxepin O1CCCOC2=C1C=CC=C2